1-(4-((dimethylamino)methyl)benzyl)-1H-imidazo[4,5-C]quinoline-7-carboxylic acid CN(C)CC1=CC=C(CN2C=NC=3C=NC=4C=C(C=CC4C32)C(=O)O)C=C1